O[C@H]([C@H](O)[C@@H]1CO1)[C@H]1CO1 DIANHYDROGALACTITOL